rac-5-{2-[(2R,5S)-2-[4-(1-hydroxycyclobutyl)phenyl]-5-methylpiperidin-1-yl]-2-oxoacetamido}pyridine-3-carboxamide OC1(CCC1)C1=CC=C(C=C1)[C@@H]1N(C[C@H](CC1)C)C(C(=O)NC=1C=C(C=NC1)C(=O)N)=O |r|